FC(C1=CC=C(C=C1)C12CN(CC2C1)C(=O)C1CC2(C1)NC(OC2)=O)(F)F (rac)-(2s,4s)-2-(1-(4-(trifluoromethyl)phenyl)-3-azabicyclo[3.1.0]hexane-3-carbonyl)-7-oxa-5-azaspiro[3.4]octane-6-one